tert-Butyl N-(2-hydroxy-2-phenyl-ethyl)carbamate OC(CNC(OC(C)(C)C)=O)C1=CC=CC=C1